4-hydroxy-5-oxo-2H-furan-3-ol OC1=C(COC1=O)O